N(N)C(OCC1(COCC1)C)=S O-((3-methyltetrahydrofuran-3-yl) methyl) hydrazinethiocarboxylate